ClC1=C(C=CC=C1)N1C=2N(C3=C(C1=O)C=NC(=N3)NC3=CC=C(C=C3)C=3N=C(SC3)N3CCOCC3)C=CN2 6-(2-chlorophenyl)-2-({4-[2-(morpholin-4-yl)-1,3-thiazol-4-yl]phenyl}amino)imidazo[1,2-a]pyrimido[5,4-e]pyrimidin-5(6H)-one